tert-butyl 3-((2-((S)-((tert-butoxycarbonyl)amino)(4,4-difluorocyclohexyl)methyl)imidazo[1,2-b]pyridazin-7-yl)methyl)-5-ethyl-2-oxopyrrolidine-1-carboxylate C(C)(C)(C)OC(=O)N[C@H](C=1N=C2N(N=CC(=C2)CC2C(N(C(C2)CC)C(=O)OC(C)(C)C)=O)C1)C1CCC(CC1)(F)F